N-Boc-2-(hydroxymethyl)pyrrolidine C(=O)(OC(C)(C)C)N1C(CCC1)CO